[1-(4-bromo-3-fluoro-2-thienyl)ethyl]-N'-cyclopropylethane-1,2-diamine TFA salt OC(=O)C(F)(F)F.BrC=1C(=C(SC1)C(C)C(CNC1CC1)N)F